5-bromo-2,3-dihydro-1H-inden-4-amine BrC1=C(C=2CCCC2C=C1)N